3-((4-(2-(((2-(2,6-dioxopiperidin-3-yl)-1-oxoisoindolin-5-yl)methyl)(methyl)amino)-4-methylthiazol-5-yl)-5-fluoropyrimidin-2-yl)amino)benzenesulfonamide O=C1NC(CCC1N1C(C2=CC=C(C=C2C1)CN(C=1SC(=C(N1)C)C1=NC(=NC=C1F)NC=1C=C(C=CC1)S(=O)(=O)N)C)=O)=O